tert-butyl 5-[7-chloro-6-[[4-methyl-6-(methylamino)pyrimidin-2-yl]amino]chroman-8-yl]-2-methyl-2,3,4,7-tetrahydroazepine-1-carboxylate ClC1=C(C=C2CCCOC2=C1C=1CCC(N(CC1)C(=O)OC(C)(C)C)C)NC1=NC(=CC(=N1)C)NC